NC1=NC(N(C=C1Cl)[C@H]1C[C@@H]([C@@](O1)(C#N)CO)O)=O (2R,3S,5R)-5-(4-amino-5-chloro-2-oxopyrimidin-1(2H)-yl)-3-hydroxy-2-(hydroxymethyl)tetrahydrofuran-2-carbonitrile